C1(CC1)C1=CC(=NN1C)CC(=O)O 2-(5-cyclopropyl-1-methyl-pyrazol-3-yl)acetic acid